(R)-6-(2-methoxy-4-(trifluoromethyl)phenyl)-5-methyl-N-(1-methylpiperidin-3-yl)-1,2,4-Triazin-3-amine COC1=C(C=CC(=C1)C(F)(F)F)C1=C(N=C(N=N1)N[C@H]1CN(CCC1)C)C